{3-[5-amino-6-(2-chloro-3,6-difluoro-benzyloxy)-pyrazin-2-yl]-phenyl}-(4-pyrrolidin-1-yl-piperidin-1-yl)-methanone NC=1N=CC(=NC1OCC1=C(C(=CC=C1F)F)Cl)C=1C=C(C=CC1)C(=O)N1CCC(CC1)N1CCCC1